4-(N-(3-(tert-butyl)-5-cyclopropylbenzyl)-2-(N-(2,6-difluorobenzyl)-(2,3,4,5,6-pentafluorophenyl)sulfonamido)acetamido)-3-methoxybenzoic acid C(C)(C)(C)C=1C=C(CN(C(CN(S(=O)(=O)C2=C(C(=C(C(=C2F)F)F)F)F)CC2=C(C=CC=C2F)F)=O)C2=C(C=C(C(=O)O)C=C2)OC)C=C(C1)C1CC1